BrC=1C=C2C(=CN1)NN=C2I 5-bromo-3-iodo-1H-pyrazolo[3,4-c]pyridine